m-amino-p-methylbenzoic acid NC=1C=C(C(=O)O)C=CC1C